1-Cyclobutyl-1-(pyrazolo[1,5-a]pyridin-5-ylmethyl)-3-(4-(trifluoromethoxy)phenyl)urea C1(CCC1)N(C(=O)NC1=CC=C(C=C1)OC(F)(F)F)CC1=CC=2N(C=C1)N=CC2